N,N'-di-[2-(methanesulfonyloxy)-4-methyl-phenyl]urea CS(=O)(=O)OC1=C(C=CC(=C1)C)NC(=O)NC1=C(C=C(C=C1)C)OS(=O)(=O)C